Methyl 1-(5-acetyl-1-(tetrahydro-2H-pyran-4-yl)-4,5,6,7-tetrahydro-1H-pyrazolo[4,3-c]pyridin-3-yl)-7-(difluoromethyl)-1,2,3,4-tetrahydroquinoline-6-carboxylate C(C)(=O)N1CC2=C(CC1)N(N=C2N2CCCC1=CC(=C(C=C21)C(F)F)C(=O)OC)C2CCOCC2